N'-hydroxycyclopropaneformamidine ON=C(N)C1CC1